2-chloro-N-(cyanomethyl)-N-cyclopropyl-5-[1-[4-(difluoromethoxy)-2-methyl-5-[1,2,2,2-tetrafluoro-1-(trifluoromethyl)ethyl]pyrazol-3-yl]pyrazol-4-yl]benzamide ClC1=C(C(=O)N(C2CC2)CC#N)C=C(C=C1)C=1C=NN(C1)C=1N(N=C(C1OC(F)F)C(C(F)(F)F)(C(F)(F)F)F)C